N[C@@H](C(=O)OC)CCC1=CC=CC=C1 methyl (2R)-2-amino-4-phenyl-butanoate